C(C1=CC=CC=C1)NC(CC1=CC=C(C=C1)C)=O N-benzyl-2-(p-tolyl)acetamide